(R)-1-(2-chloropyridin-3-yl)ethyl (4-(5-((3-cyanobicyclo[1.1.1]pentan-1-yl)carbamoyl)-4-fluoropyridin-2-yl)-1-methyl-1H-1,2,3-triazol-5-yl)carbamate C(#N)C12CC(C1)(C2)NC(=O)C=2C(=CC(=NC2)C=2N=NN(C2NC(O[C@H](C)C=2C(=NC=CC2)Cl)=O)C)F